2,6-bis-diphenylphosphinopyridine C1(=CC=CC=C1)P(C1=NC(=CC=C1)P(C1=CC=CC=C1)C1=CC=CC=C1)C1=CC=CC=C1